C(C1CO1)C1C2(CC3(CCCCC3)C1=O)CCCCCCCCCCC2 20-(2,3-epoxy-propyl)dispiro-(5.1.11.2)-heneicosane-21-one